NC([C@@H](CC)NC(=O)C1=NC(=C(C=C1)OC1=CC=C(C=C1)C(F)(F)F)C1=NN(C=C1)C)=O N-[(2R)-1-Amino-1-oxobutan-2-yl]-6-(1-methyl-1H-pyrazol-3-yl)-5-[4-(trifluoromethyl)phenoxy]pyridine-2-carboxamide